COC([C@H](CC(CC)=C)NC(=O)OCC1=CC=CC=C1)=O (S)-2-(((phenylmethyloxy)carbonyl)amino)-4-methylenehexanoic acid methyl ester